1-isobutyl-1H-imidazole-2-carboxylic acid ethyl ester C(C)OC(=O)C=1N(C=CN1)CC(C)C